OC1=C(C=C(C=2C(C3=C(C=C(C(=C3C(C12)=O)O)N)N)=O)N)N 1,8-dihydroxy-2,4,5,7-tetraaminoanthraquinone